ClC=1C=C(C=CC1)C#CC1=CN=C2N1CCN(C2)C(=O)C2=C(OC(=C2)C)C {3-[(3-Chlorophenyl)ethynyl]-5,6-dihydroimidazo[1,2-a]pyrazin-7(8H)-yl}(2,5-dimethylfuran-3-yl)methanone